2-(4,4-difluoropiperidin-1-yl)-6,7,8,9-tetrahydro-5H-pyrazino[2,3-d]azepine FC1(CCN(CC1)C=1C=NC2=C(CCNCC2)N1)F